CN(C(CNC(C)C)C)C N',N'-dimethyl-isopropylpropylenediamine